4-bromo-5H-pyrano[2,3-c:4,5-c']dipyridin-3-ol BrC=1C2=C(C=NC1O)C1=C(C=NC=C1)OC2